(R)-4-amino-7-fluoro-N-(1-(2-methoxy-4-(trifluoromethyl)phenyl)ethyl)-N-methylimidazo[1,5-a]quinoxaline-8-carboxamide NC=1C=2N(C3=CC(=C(C=C3N1)F)C(=O)N(C)[C@H](C)C1=C(C=C(C=C1)C(F)(F)F)OC)C=NC2